2-(difluoromethyl)-5-(2-(4-methylbenzyl)imidazo[1,2-a]pyridin-7-yl)-1,3,4-oxadiazole FC(C=1OC(=NN1)C1=CC=2N(C=C1)C=C(N2)CC2=CC=C(C=C2)C)F